5-(4-((6-(3-ethylureido)-5-fluoropyrimidin-4-yl)methyl)piperazin-1-yl)-6-fluoro-N-methylpicolinamide C(C)NC(NC1=C(C(=NC=N1)CN1CCN(CC1)C=1C=CC(=NC1F)C(=O)NC)F)=O